C1(=C(C=CC=C1)S(=O)(=O)[O-])C Tolylsulfonat